CSC1CNCC1 3-(methylthio)pyrrolidine